ClC1=C(C=CC=C1)CC(=O)NC1=CC(=C(C=C1)OC=1N=C(SC1C)C=1C=NC=CC1)S(N)(=O)=O 2-(2-chlorophenyl)-N-(4-[5-methyl-2-(pyridin-3-yl)-1,3-thiazol-4-yl]oxy-3-sulfamoylphenyl)acetamide